ClC=1C=CC=2C3=C(C=CC2C1)C=CC=1N=C(OC13)C1=CC=CC=C1 9-chloro-2-phenyl-phenanthro[3,4-d]oxazole